C(C)(=O)OCC=CC1(CC(CCC1)C(C)C)O 3-(1-hydroxy-3-isopropylcyclohexyl)allyl acetate